2-[4-(4-dimethylaminophenyl)-1,3-butadienyl]-benzothiazole CN(C1=CC=C(C=C1)C=CC=CC=1SC2=C(N1)C=CC=C2)C